FC=1C=C(C=CC1)C=1C=CC2=C(C(C(O2)(C)C)NC(O[C@@H]2CN3CCC2CC3)=O)C1 (S)-quinuclidin-3-yl (5-(3-fluorophenyl)-2,2-dimethyl-2,3-dihydrobenzofuran-3-yl)carbamat